C1(CCCC1)CC(=O)NC=1N=NN(C1)CCCCN1N=NC(=C1)C(=O)NCC1=NC=CC=C1 1-{4-[4-(cyclopentylacetamido)-1H-1,2,3-triazol-1-yl]butyl}-N-(pyridin-2-ylmethyl)-1H-1,2,3-triazole-4-carboxamide